1-bromo-2,3-di(bromomethyl)-5-nitrobenzene BrC1=C(C(=CC(=C1)[N+](=O)[O-])CBr)CBr